(5Z)-5-[(1-methyl-5-nitro-1H-imidazol-2-yl)methylene]-2-[(2-hydroxyethyl)amino]-4(5H)thiazolone CN1C(=NC=C1[N+](=O)[O-])\C=C/1\C(N=C(S1)NCCO)=O